BrC1=C(C=CC=C1)C=1N(C(=NN1)S)C 5-(2-bromophenyl)-4-methyl-4H-1,2,4-triazole-3-thiol